2-(4-(2-(4-(3-(6-cyano-5-(trifluoromethyl)pyridin-3-yl)-5,5-dimethyl-4-oxo-2-thioxoimidazolidin-1-yl)-2-ethylphenoxy)ethyl)-2,2-dimethylpiperazin-1-yl)acetic acid tri-hydrochloride Cl.Cl.Cl.C(#N)C1=C(C=C(C=N1)N1C(N(C(C1=O)(C)C)C1=CC(=C(OCCN2CC(N(CC2)CC(=O)O)(C)C)C=C1)CC)=S)C(F)(F)F